[Se]([O-])([O-])(=O)=S selenothioate